NC=1C(=CC(=NC1)CS(=O)(=O)O)C.NC=1C(=CC(=NC1)CS(=O)(=O)O)C.CC1(OB(OC1(C)C)C1=CC=C(OCCNC(C)=O)C=C1)C N-(2-(4-(4,4,5,5-tetramethyl-1,3,2-dioxaborolan-2-yl)phenoxy)ethyl)acetamide 5-amino-4-methylpyridin-2-yl-methanesulfonate (5-amino-4-methylpyridin-2-yl-methanesulfonate)